ClC1=NC=C(C(=C1F)C1=C(C=NC(=C1)C)C(=O)O)OC 2'-chloro-3'-fluoro-5'-methoxy-6-methyl-(4,4'-bipyridine)-3-carboxylic Acid